2,4,6,6,8-pentamethyl-cyclotetrasiloxane C[SiH]1O[SiH](O[Si](O[SiH](O1)C)(C)C)C